C(C)(=O)N1[C@H](CCC2=CC(=CC=C12)C1=CC=C(C(=O)NCCNC(=O)C2=CC=3N=C(N=C(C3S2)N2CCOCC2)Cl)C=C1)C (S)-N-(2-(4-(1-Acetyl-2-methyl-1,2,3,4-tetrahydroquinolin-6-yl)benzamido)ethyl)-2-chloro-4-morpholinothieno[3,2-d]pyrimidine-6-carboxamide